Ethyl (2Z)-9-[4-(dimethylamino)-N-[(5Z)-7-ethoxy-6-fluoro-7-oxohept-5-en-1-yl]butanamido]-2-fluorooctadec-2-enoate CN(CCCC(=O)N(CCCC\C=C(\C(=O)OCC)/F)C(CCCCC\C=C(\C(=O)OCC)/F)CCCCCCCCC)C